1-[[[4-(4-fluoro-2-methyl-1H-indol-5-yl)oxy-6-methoxyquinolin-7-yl]oxy]methyl]cyclopropylamine dihydrochloride Cl.Cl.FC1=C2C=C(NC2=CC=C1OC1=CC=NC2=CC(=C(C=C12)OC)OCC1(CC1)N)C